ClC=1C=CC=2N(C1)N=CC2S(=O)(=O)NC2=C(C=C(C(=C2)F)OCC#N)F 6-chloro-N-(4-(cyanomethoxy)-2,5-difluorophenyl)pyrazolo[1,5-a]pyridine-3-sulfonamide